7-{6-[(exo)-hexahydro-1H-pyrrolo[3,4-c]pyrrol-2-yl]pyridazin-3-yl}-4-(1H-pyrazol-4-yl)-1,3-benzothiazole hydrochloride Cl.C1N(CC2C1CNC2)C2=CC=C(N=N2)C2=CC=C(C=1N=CSC12)C=1C=NNC1